9-Hydroxymethyl-xanthene OCC1C2=CC=CC=C2OC=2C=CC=CC12